CC(CN(C(C1=C(C=CC=C1)F)=O)C1=CC(=CC=C1)N(CC=1N=CN(C1)COCC[Si](C)(C)C)C)(C)C N-(2,2-dimethylpropyl)-2-fluoro-N-[3-[methyl-[[1-(2-trimethylsilylethoxymethyl)imidazol-4-yl]methyl]amino]phenyl]benzamide